4-(((2-(trimethylsilyl)ethoxy)methoxy)methyl)thiazole-2-carbohydrazide C[Si](CCOCOCC=1N=C(SC1)C(=O)NN)(C)C